C(C1=CC=CC=C1)OCCCC(CSCC(=O)OCC)(C)C ethyl 2-((5-(benzyloxy)-2,2-dimethylpentyl)thio)acetate